ClCC(=O)C1=CC=C(C=C1)C 2-chloro-1-(4-methylphenyl)ethanone